BrC=1C=2N(N=C(C1)C=1C(=NC(=NC1)OC)OC)C=CN2 8-bromo-6-(2,4-dimethoxypyrimidin-5-yl)imidazo[1,2-b]pyridazine